3-methyl-2-oxaadamantan-1-yl isocyanate CC12OC3(CC(CC(C1)C3)C2)N=C=O